5,6-di-n-propyl-1H-benzimidazole-1-carboxylic acid methyl ester COC(=O)N1C=NC2=C1C=C(C(=C2)CCC)CCC